1-(2-hydroxyethyl)-1H-benzo[d]imidazole-4-sulfonamide OCCN1C=NC2=C1C=CC=C2S(=O)(=O)N